malic Acid C(C(O)CC(=O)O)(=O)O